N[C@@H]1C[C@H](N(C1)C(=O)C=1N=C2N(C=C(C=C2)Cl)C1)C=1SC=C(N1)C(=O)N[C@H](C(=O)NC)CCC(=O)N (S)-2-(2-((2S,4R)-4-Amino-1-(6-chloroimidazo[1,2-a]pyridin-2-carbonyl)pyrrolidin-2-yl)thiazol-4-carboxamido)-N1-methylpentandiamid